BrC=1C=NC(=C(C(=O)NC2=CC(=C(C=C2)F)SC)C1C)Cl 5-bromo-2-chloro-N-(4-fluoro-3-(methylthio)phenyl)-4-methylnicotinamide